N1(CCOCC1)C(CC)=O 4-morpholinyl-1-propanone